Cl.NCC(=O)N1[C@@H](CCC1)C(=O)NC1=CC=C(C=C1)[N+](=O)[O-] glycyl-prolyl-p-nitroaniline hydrochloride